2,2,2-Trifluoroacetamide FC(C(=O)N)(F)F